(1S,2R)-N-(7-chloro-6-(4-((3S,4S)-4-hydroxy-3-methyltetrahydrofuran-3-yl)piperazin-1-yl)isoquinolin-3-yl)-2-(methoxymethyl)cyclobutane-1-carboxamide ClC1=C(C=C2C=C(N=CC2=C1)NC(=O)[C@@H]1[C@@H](CC1)COC)N1CCN(CC1)[C@]1(COC[C@H]1O)C